[Mn+2].ClC1(CN2CCN(CC(CN(CCN(C1)C)CC2)(C(=O)OCCCC)Cl)C)C(=O)OCCCC Dichloro-3,10-bis(butylcarboxy)-5,12-dimethyl-1,5,8,12-tetraazabicyclo[6.6.2]hexadecane Manganese(II)